2-[6-amino-5-[8-[2-[3-(4-methyl-1,4-diazepan-1-yl)prop-1-ynyl]-4-pyridinyl]-3,8-diazabicyclo[3.2.1]oct-3-yl]pyridazin-3-yl]phenol NC1=C(C=C(N=N1)C1=C(C=CC=C1)O)N1CC2CCC(C1)N2C2=CC(=NC=C2)C#CCN2CCN(CCC2)C